1,2-dihydropyrido[2,3-d]pyrimidin N1CN=CC2=C1N=CC=C2